FC=1C=CC=C2C=NNC(C12)=O 8-fluorophthalazin-1(2H)-one